FC1CN(C1)C(=O)NC1=CC(=C(C=C1)F)N1N=C2N=CC(=CC2=C1)C1CCN(CC1)CC1=CC=C(C=C1)F 3-fluoro-N-[4-fluoro-3-(5-{1-[(4-fluorophenyl)methyl]piperidin-4-yl}-2H-pyrazolo[3,4-b]pyridin-2-yl)phenyl]azetidine-1-carboxamide